ClC=1C(=NC=C(C1)F)C(=O)N1C[C@@H]2CC[C@H](C1)N2C=2C=C(C=C1C=NN(C21)CCOC)S(=O)(=O)CC(C)(C)C (3-chloro-5-fluoro-2-pyridyl)-[(1S,5R)-8-[5-(2,2-dimethylpropylsulfonyl)-1-(2-methoxyethyl)indazol-7-yl]-3,8-diazabicyclo[3.2.1]octan-3-yl]methanone